C1CC12NCC/C(/C2)=C/C=2N=CC(=NC2)C2=C(C=C(C=C2)N2C=NC=C2)O (Z)-2-(5-((4-azaspiro[2.5]oct-7-ylidene)methyl)pyrazin-2-yl)-5-(1H-imidazol-1-yl)phenol